1-(tert-butyl) 2-methyl (4R)-2-(2-(chloromethyl)allyl)-4-fluoropyrrolidine-1,2-dicarboxylate ClCC(CC1(N(C[C@@H](C1)F)C(=O)OC(C)(C)C)C(=O)OC)=C